CC1(CCNCC1)C1=NOC(=C1)C 4-methyl-4-(5-methyl-1,2-oxazol-3-yl)piperidine